1,2,3,4,4a,9,9a,10-octahydroanthracene C1CCCC2CC3=CC=CC=C3CC12